2-(3-chloro-2-cyclopropylphenyl)acetic acid ClC=1C(=C(C=CC1)CC(=O)O)C1CC1